C1(=CC=CC=C1)P(=O)(N=C=O)N=C=O phenylphosphonic acid, diisocyanate